3-(5-[(2S,4Z)-2-(hydroxymethyl)-4-(methoxyimino)pyrrolidine-1-carbonyl]thiophen-2-yl)-2-methylbenzonitrile OC[C@H]1N(C\C(\C1)=N/OC)C(=O)C1=CC=C(S1)C=1C(=C(C#N)C=CC1)C